3-(4-(cyclopropanesulfonamido)phenyl)-5-((6-(trifluoromethyl)pyridin-2-yl)amino)-1H-pyrazole-4-carboxamide C1(CC1)S(=O)(=O)NC1=CC=C(C=C1)C1=NNC(=C1C(=O)N)NC1=NC(=CC=C1)C(F)(F)F